(S)-N-cyclopropyl-3-((1-(2-((3-(2-((1,5-dimethyl-1H-pyrazol-3-yl)amino)-5-methylpyrimidin-4-yl)-1H-indol-7-yl)amino)-2-oxoethyl)pyrrolidin-3-yl)oxy)isoxazole-5-carboxamide C1(CC1)NC(=O)C1=CC(=NO1)O[C@@H]1CN(CC1)CC(=O)NC=1C=CC=C2C(=CNC12)C1=NC(=NC=C1C)NC1=NN(C(=C1)C)C